O=C1NC(CC[C@H]1N1C(N(C2=C1C=CC=C2CC2CC(C2)OCCCN(C(OC(C)(C)C)=O)C)C)=O)=O 1-Tert-butyl (3-((1s,3r)-3-((1-(2,6-dioxopiperidin-3-yl)-3-methyl-2-oxo-2,3-dihydro-1H-benzo[d]imidazol-4-yl)methyl)cyclobutoxy)propyl)(methyl)carbamate